(R)-(1-(cyclohexylamino)-3-(1H-indole-3-yl)-1-oxopropane-2-yl) carbamate C(N)(O[C@@H](C(=O)NC1CCCCC1)CC1=CNC2=CC=CC=C12)=O